C(C)OC(CCC(=O)C1=CC2=C([Se]1)C=C(C(=C2)CCCCOC2=CC1=C([Se]C(=C1)C(CCC(=O)O)=O)C=C2OC)OC)=O 4-(5-(4-(2-(4-ethoxy-4-oxobutanoyl)-6-methoxybenzo[b]selenophen-5-yl)butoxy)-6-methoxybenzo[b]selenophen-2-yl)-4-oxobutanoic acid